O=C1NCCCC1C(=O)OCC ethyl 2-oxopiperidin-3-carboxylate